(3R)-3-carbamoyl-3-methylpyrrolidine-1-carboxylic acid benzyl ester C(C1=CC=CC=C1)OC(=O)N1C[C@](CC1)(C)C(N)=O